ClC1=C(C=C(C#N)C=C1)C=1NC2=CC=C(C(=C2C(C1)=O)F)F 4-chloro-3-(5,6-difluoro-4-oxo-1,4-dihydroquinolin-2-yl)benzonitrile